ClC1=CC=2N(C(=C1)I)N=CC2 5-chloro-7-iodo-pyrazolo[1,5-a]pyridine